C(C1=CC=CC=C1)C1=NC(=NN1)C(=O)N[C@@H]1C(N(C2=C(OC1)C=C(C=C2)C#CC2(COC2)O)C)=O (S)-5-benzyl-N-(8-((3-hydroxyoxetan-3-yl)ethynyl)-5-methyl-4-oxo-2,3,4,5-tetrahydrobenzo[b][1,4]oxazepin-3-yl)-1H-1,2,4-triazole-3-carboxamide